6-Amino-3-(4'-chloro-1',2'-dihydrospiro[cyclopentane-1,3'-pyrrolo[2,3-b]pyridin]-5'-yl)-2-fluoro-N,N-dimethylbenzamide NC1=CC=C(C(=C1C(=O)N(C)C)F)C=1C(=C2C(=NC1)NCC21CCCC1)Cl